4-Bromo-1-(5-(isopropylsulfanyl)-4-(1,4-dioxaspiro[4.5]dec-7-en-8-yl)thiazol-2-yl)-3-methyl-1H-pyrazole-5-carboxylic acid methyl ester COC(=O)C1=C(C(=NN1C=1SC(=C(N1)C1=CCC2(OCCO2)CC1)SC(C)C)C)Br